((1R,4R,7R)-7-amino-2-azabicyclo[2.2.1]hept-2-yl)(1-ethyl-2-(1-(3-hydroxypropyl)-3-methyl-2,3-dihydro-1H-pyrrolo[1,2,3-de]quinoxalin-5-yl)-7-methoxy-1H-benzo[d]imidazol-5-yl)methanone N[C@H]1[C@@H]2N(C[C@H]1CC2)C(=O)C2=CC1=C(N(C(=N1)C1=CC=3C=4N1C(CN(C4C=CC3)CCCO)C)CC)C(=C2)OC